OC(C)C=1C=C(C=C(C1)C(F)(F)F)NC1=NC=C(C(=N1)NC=1C=CC2=C(NC(O2)=O)C1)C 5-(2-(3-(1-hydroxyethyl)-5-(trifluoromethyl)phenylamino)-5-methylpyrimidin-4-ylamino)benzo[d]oxazol-2(3H)-one